NC1=NC=CC(N1)=O amino-4(3H)-pyrimidinone